propyl 2,4-dichlorophenoxyacetate ClC1=C(OCC(=O)OCCC)C=CC(=C1)Cl